OC[C@H](CCCNC1=C(C=CC=C1)[N+](=O)[O-])NC([O-])=O (S)-(1-hydroxy-5-((2-nitrophenyl)amino)pentan-2-yl)carbamate